C1(CC1)CN(C(OC(C)(C)C)=O)[C@H]1CN(CCC1)C1=CC(N(C=C1)C(C)C=1C=NN(C1)C1=NC(=CN=C1)N1CCCC1)=O tert-butyl (cyclopropylmethyl)((3R)-1-(2-oxo-1-(1-(1-(6-(pyrrolidin-1-yl)pyrazin-2-yl)-1H-pyrazol-4-yl) ethyl)-1,2-dihydropyridin-4-yl)piperidin-3-yl)carbamate